1-(5-methyl-2-pyridinyl)piperazine hydrochloride Cl.CC=1C=CC(=NC1)N1CCNCC1